CS(=O)(=O)OCCCC1=CC=C(C=C1)C#N 3-(4-cyanophenyl)propyl methanesulfonate